pentan-1-aminium C(CCCC)[NH3+]